5-bromo-4-methyl-indan-1-one BrC=1C(=C2CCC(C2=CC1)=O)C